C(C)(C)(C)OC(=O)N1C[C@H]2CC[C@@H](C1)C2N=[N+]=[N-].N2(CCCCC2)BBr (piperidino)bromoborane (1R,5S,8s)-tert-Butyl-8-azido-3-azabicyclo[3.2.1]octane-3-carboxylate